4-fluoropyridine-3-methylamine FC1=C(C=NC=C1)CN